BrC1=NN(C(=C1)C(=O)OCC)CCNC(=O)OC(C)(C)C ethyl 3-bromo-1-{2-[(tert-butoxycarbonyl)amino]ethyl}-1H-pyrazole-5-carboxylate